ClC1=CC=C(C=C1)N(C(=O)NC)C N-p-chlorophenyl-N,N'-dimethylurea